OC=1C=C(C(=O)O[C@H]2[C@H](OC(C3=CC(=C(C(=C3)OC(C3=CC(=C(C(=C3)O)O)O)=O)O)O)=O)[C@@H](OC(C3=CC(=C(C(=C3)OC(C3=CC(=C(C(=C3)O)O)O)=O)O)O)=O)[C@H](OC(C3=CC(=C(C(=C3)OC(C3=CC(=C(C(=C3)O)O)O)=O)O)O)=O)[C@H](O2)COC(C2=CC(=C(C(=C2)OC(C2=CC(=C(C(=C2)O)O)O)=O)O)O)=O)C=C(C1O)OC(C1=CC(=C(C(=C1)O)O)O)=O β-D-glucose pentakis(3,4-dihydroxy-5-((3,4,5-trihydroxybenzoyl)oxy)benzoate)